CC1=C(C(=CC=C1)C)C1=CC=NC2=CC(=CC=C12)O[C@@H](C(=O)N1C[C@H](CCC1)N(C(C)=O)O)C N-[(3S)-1-[(2R)-2-[[4-(2,6-dimethylphenyl)-7-quinolyl]oxy]propanoyl]-3-piperidyl]-N-hydroxy-acetamide